2-cyclopropyl-1-[(1R,3R)-1-[2,6-difluoro-4-[2-[3-(fluoromethyl)azetidin-1-yl]ethoxy]phenyl]-3-methyl-1,3,4,9-tetrahydropyrido[3,4-b]indol-2-yl]ethanone C1(CC1)CC(=O)N1[C@@H](C=2NC3=CC=CC=C3C2C[C@H]1C)C1=C(C=C(C=C1F)OCCN1CC(C1)CF)F